(5-amino-4-methoxypyrimidin-2-yl)dimethylphosphine oxide NC=1C(=NC(=NC1)P(C)(C)=O)OC